ClC1=CC(=C(C=C1)N1N=C(C2=CC=CC=C2C1=O)C=1C=C(C=CC1)C(C(=O)O)(C)C)F 2-(3-(3-(4-Chloro-2-fluorophenyl)-4-oxo-3,4-dihydrophthalazin-1-yl)phenyl)-2-methylpropanoic acid